C1(CC1)/C=C/C=1C(N(C=C(C1)C=1NC2=CC=C(C=C2C1C(C)C)C1CCNCC1)C)=O (E)-3-(2-cyclopropylvinyl)-5-(3-isopropyl-5-(piperidin-4-yl)-1H-indol-2-yl)-1-methylpyridin-2(1H)-one